C(C1=CC=CC=C1)(=O)N1C(N(C=C(C1=O)C)C1OC(C(C1)O)O[Si](C)(C)C(C)(C)C)=O 3-benzoyl-1-[4-hydroxy-5-(t-butyldimethylsilyloxy)tetrahydrofuran-2-yl]-5-methylpyrimidine-2,4(1H,3H)-dione